1-[4-[7-[6-amino-3-(2,2,2-trifluoroethyl)-2-pyridyl]-6-chloro-quinazolin-4-yl]piperazin-1-yl]prop-2-en-1-one NC1=CC=C(C(=N1)C1=C(C=C2C(=NC=NC2=C1)N1CCN(CC1)C(C=C)=O)Cl)CC(F)(F)F